(4S,12aS)-N-[(2,4-difluorophenyl)methyl]-1,4-dimethyl-6,8-dioxo-7-[(phenylmethyl)oxy]-1,2,3,4,6,8,12,12a-octahydropyrido[1',2':4,5]pyrazino[1,2-a]pyrimidine-9-carboxamide FC1=C(C=CC(=C1)F)CNC(=O)C=1C(C(=C2N(C[C@@H]3N([C@H](CCN3C)C)C2=O)C1)OCC1=CC=CC=C1)=O